2-((3R,4S)-3-Amino-4-fluoropiperidin-1-yl)-1-((5-chloropyrimidin-2-yl)methyl)-1H-benzo[d]imidazol-6-carbonitril N[C@@H]1CN(CC[C@@H]1F)C1=NC2=C(N1CC1=NC=C(C=N1)Cl)C=C(C=C2)C#N